Cl.NC1CCC=2NC3=C(C=C(C(=C3C2C1)Br)F)C(=O)O 3-Amino-5-bromo-6-fluoro-2,3,4,9-tetrahydro-1H-carbazole-8-carboxylic acid hydrochloride